methyl 3-(4-fluorophenyl)-N-((4-fluorophenyl)sulfonyl)-4-phenyl-4,5-dihydro-1H-pyrazole-1-carbimidothioate FC1=CC=C(C=C1)C1=NN(CC1C1=CC=CC=C1)C(=NS(=O)(=O)C1=CC=C(C=C1)F)SC